C1(CCC1)NC(C[C@H](CCN1CCCC1)NC(=O)C1=NN(C(=C1)C1=C(C=CC=C1)C(F)(F)F)C1CCCC1)=O (3S)-N-cyclobutyl-3-({1-cyclopentyl-5-[2-(trifluoromethyl)phenyl]-1H-pyrazol-3-yl}formamido)-5-(pyrrolidin-1-yl)pentanamide